The molecule is a branched amino decasaccharide consisting of a linear sequence of N-acetyl-alpha-neuraminyl, beta-D-galactosyl, N-acetyl-beta-D-glucosaminyl, beta-D-galactosyl, N-acetyl-beta-D-glucosaminyl, beta-D-galactosyl and N-acetyl-beta-D-glucosaminyl residues linked respectively (2->3), (1->4), (1->3), (1->4), (1->3) and (1->4), to each N-acetyl-beta-D-glucosaminyl residue of which is linked (1->3) an alpha-L-fucosyl residue. It has a role as an epitope. It is an amino decasaccharide and a glucosamine oligosaccharide. C[C@H]1[C@H]([C@H]([C@@H]([C@@H](O1)O[C@@H]2[C@H]([C@@H](O[C@@H]([C@H]2O[C@H]3[C@@H]([C@H]([C@H]([C@H](O3)CO)O)O[C@H]4[C@@H]([C@H]([C@@H]([C@H](O4)CO)O[C@H]5[C@@H]([C@H]([C@H]([C@H](O5)CO)O)O[C@H]6[C@@H]([C@H]([C@@H]([C@H](O6)CO)O[C@H]7[C@@H]([C@H]([C@H]([C@H](O7)CO)O)O[C@@]8(C[C@@H]([C@H]([C@@H](O8)[C@@H]([C@@H](CO)O)O)NC(=O)C)O)C(=O)O)O)O[C@H]9[C@H]([C@@H]([C@@H]([C@@H](O9)C)O)O)O)NC(=O)C)O)O[C@H]1[C@H]([C@@H]([C@@H]([C@@H](O1)C)O)O)O)NC(=O)C)O)CO)O)NC(=O)C)O)O)O